3-methyldihydrofuran-2,5-dione CC1C(OC(C1)=O)=O